N1(CCCCC1)CCCC(=O)O 4-(piperidin-1-yl)butanoic acid